1-(4-bromo-3-fluorophenyl)piperazine BrC1=C(C=C(C=C1)N1CCNCC1)F